2-((S)-4-(2-(((S)-1-methylpyrrolidin-2-yl)methoxy)-7-(naphthalen-2-ylmethyl)imidazo[2,1-f][1,2,4]triazin-4-yl)piperazin-2-yl)acetonitrile CN1[C@@H](CCC1)COC1=NN2C(C(=N1)N1C[C@@H](NCC1)CC#N)=NC=C2CC2=CC1=CC=CC=C1C=C2